fluoro-[1,1'-biphenyl]-4-sulfonamide FC1=C(C=CC(=C1)S(=O)(=O)N)C1=CC=CC=C1